(-)-1-((cyclopropylmethoxy)(phenyl)methyl)-3-nitrobenzene C1(CC1)COC(C1=CC(=CC=C1)[N+](=O)[O-])C1=CC=CC=C1